tert-butyl 4-(hydroxymethyl)-4-methyl-cyclohexanecarboxylate OCC1(CCC(CC1)C(=O)OC(C)(C)C)C